NC1=C(C2=C(S1)CCC2)C(=O)OC methyl 2-amino-5,6-dihydro-4H-cyclopenta[b]thiophene-3-carboxylate